2-chloro-8-methoxy-6-methylpyrido[3,2-d]pyrimidine ClC=1N=CC2=C(N1)C(=CC(=N2)C)OC